ClC1=C2C(=C(NC2=CC=C1F)C(=O)N1CCN(CC1)C(CN1[C@@H](C(C1)(F)F)C)=O)F (R)-1-(4-(4-chloro-3,5-difluoro-1H-indole-2-carbonyl)piperazin-1-yl)-2-(3,3-difluoro-2-methylazetidin-1-yl)ethan-1-one